N-(2-(bromomethyl)-4-(3-(1,1-dioxido-4-oxo-1,2,5-thiadiazolidin-2-yl)-2-fluoro-4-hydroxyphenyl)but-3-yn-1-yl)methanesulfonamide BrCC(CNS(=O)(=O)C)C#CC1=C(C(=C(C=C1)O)N1S(NC(C1)=O)(=O)=O)F